(RS)-5-Chloro-pyrazine-2-carboxylic acid (4-piperidin-3-yl-phenyl)-amide hydrochloride Cl.N1C[C@H](CCC1)C1=CC=C(C=C1)NC(=O)C1=NC=C(N=C1)Cl |r|